6-{[dimethyl(oxido)-lambda6-sulfanylidene]amino}-N-[(1R)-1-(4-fluorophenyl)ethyl]-2-methylquinazolin-4-amine CS(=O)(C)=NC=1C=C2C(=NC(=NC2=CC1)C)N[C@H](C)C1=CC=C(C=C1)F